arachidoyl-carnitine C(CCCCCCCCCCCCCCCCCCC)(=O)C(O)(C[N+](C)(C)C)CC([O-])=O